2-(furan-2-ylmethyl)-2-(4-(2-(trifluoromethyl)phenyl)butynyl)malononitrile O1C(=CC=C1)CC(C#N)(C#N)C#CCCC1=C(C=CC=C1)C(F)(F)F